6-chloro-4-(propan-2-yl)pyridazin-3-amine ClC1=CC(=C(N=N1)N)C(C)C